4-isopropoxy-butylamine C(C)(C)OCCCCN